N-((5-(5-(difluoromethyl)-1,3,4-oxadiazol-2-yl)pyridin-2-yl)methyl)-N-(m-tolyl)-1-((1s,4s)-4-(trifluoromethyl)cyclohexyl)piperidine-4-sulfonamide FC(C1=NN=C(O1)C=1C=CC(=NC1)CN(S(=O)(=O)C1CCN(CC1)C1CCC(CC1)C(F)(F)F)C=1C=C(C=CC1)C)F